(9R)-N-(1-(4-(4-(4-((2,6-dioxopiperidin-3-yl)amino)benzyl)piperazin-1-yl)benzyl)-1H-pyrazol-4-yl)-9-methyl-6-oxo-6,7,8,9-tetrahydropyrido[3',2':4,5]pyrrolo[1,2-a]pyrazine-2-carboxamide O=C1NC(CCC1NC1=CC=C(CN2CCN(CC2)C2=CC=C(CN3N=CC(=C3)NC(=O)C=3C=CC=4C=C5N([C@@H](CNC5=O)C)C4N3)C=C2)C=C1)=O